O=C1NC(CCC1N1C(C2=CC=CC(=C2C1=O)N(C1CC(C1)OCCCN(C(OCC1=CC=CC=C1)=O)C)C)=O)=O benzyl N-[3-[3-[[2-(2,6-dioxo-3-piperidyl)-1,3-dioxo-isoindolin-4-yl]-methyl-amino]cyclobutoxy]propyl]-N-methyl-carbamate